N(=[N+]=[N-])C1=C(C(=C(C(=O)[O-])C(=C1F)F)F)F 4-azido-2,3,5,6-tetrafluorobenzoate